[[amino-[3-chloro-4-[(4-chlorophenyl)methoxy]phenyl]methylidene]amino] 5-nitrofuran-2-carboxylate [N+](=O)([O-])C1=CC=C(O1)C(=O)ON=C(C1=CC(=C(C=C1)OCC1=CC=C(C=C1)Cl)Cl)N